[Fe].[Ni].[Pd] palladium nickel iron